N2-(2-methoxy-4-(morpholino-sulfonyl)phenyl)-N4-propyl-5-(trifluoromethyl)-7H-pyrrolo[2,3-d]pyrimidine-2,4-diamine COC1=C(C=CC(=C1)S(=O)(=O)C1CNCCO1)NC=1N=C(C2=C(N1)NC=C2C(F)(F)F)NCCC